(S)-1-(6-methyl-5-((1r,5S)-2-oxo-3-azabicyclo[3.1.0]Hexane-3-yl)pyrazin-2-yl)ethyl-1H-1,2,3-triazole-4-carboxamide CC1=C(N=CC(=N1)[C@H](C)N1N=NC(=C1)C(=O)N)N1C([C@@H]2C[C@@H]2C1)=O